S(=O)(=O)(O)C1=CC=C(C)C=C1.ClC1=CC=C(C=C1)NC([C@H](C)C1CCC(CC1)C1=CC=NC2=CC=C(C=C12)F)=O (R)-N-(4-chlorophenyl)-2-((1S,4S)-4-(6-fluoroquinolin-4-yl)cyclohexyl)propionamide tosylate